3-(4-deuterio-8-methoxy-2,3-dihydro-1H-quinolin-4-yl)-1-methyl-7-[4-(4-methylpiperazin-1-yl)anilino]-4H-pyrimido[4,5-d]pyrimidin-2-one [2H]C1(CCNC2=C(C=CC=C12)OC)N1C(N(C2=NC(=NC=C2C1)NC1=CC=C(C=C1)N1CCN(CC1)C)C)=O